1-(2,2-difluoroethyl)-1H-1,2,3-triazole-5-carboxylic acid FC(CN1N=NC=C1C(=O)O)F